IC1=CC(=C(C(=O)NNC(=O)C2=NC(=CC(=C2)C)N2C[C@H](OCC2)C)C=C1)N1CCC2(CC2)CC1 (R)-N'-(4-iodo-2-(6-azaspiro[2.5]octane-6-yl)benzoyl)-4-methyl-6-(2-methylmorpholino)pyridinecarboxylic acid hydrazide